C(C1=CC=CC=C1)N1C(CCC1=O)=S N-benzylthiosuccinimide